C1(=CC(=CC=C1)N=C=S)C m-toluyl isothiocyanate